FC1=C(C=CC(=C1)F)C1=CC(=C(C=C1)OC)NC1=NC=NC2=CC(=C(C=C12)NC1CCN(CC1)C(C=C)=O)OCCCN1CCOCC1 1-(4-((4-((2',4'-difluoro-4-methoxy-[1,1'-biphenyl]-3-yl)amino)-7-(3-morpholinopropoxy)quinazolin-6-yl)amino)piperidin-1-yl)prop-2-en-1-one